CC(CCCCCC(=O)O)CCCCCC(=O)O 7-methyl-1,13-tridecanedioic acid